(R)-6-(3-(3,5-difluorophenyl)isoxazolidin-2-yl)-N-(2-methoxy-5-(1-methyl-1H-pyrazole-4-yl)-4-(4-(4-methylpiperazin-1-yl)piperidin-1-yl)phenyl)pyrimidin-4-amine FC=1C=C(C=C(C1)F)[C@@H]1N(OCC1)C1=CC(=NC=N1)NC1=C(C=C(C(=C1)C=1C=NN(C1)C)N1CCC(CC1)N1CCN(CC1)C)OC